CC1=NOC(=C1CCl)C 3,5-dimethyl-4-chloromethyl-isoxazole